NCC(COC)(C1=CC(=C(C=C1)F)Cl)NC(=S)N 1-(3-amino-2-(3-chloro-4-fluorophenyl)-1-methoxyprop-2-yl)thiourea